[Si]([O-])([O-])([O-])[O-].[Na+].[Ti+4].[Mn+2] manganese titanium sodium silicate